CN([C@H](CNC(C=C(C1(CC1)C(F)(F)F)C1=NC=CC=N1)=O)CC1=CC2=CC(N=C2C=C1)=O)C N-((S)-2-(dimethylamino)-3-(2-oxoindol-5-yl)propyl)-3-(pyrimidin-2-yl)-3-(1-(trifluoromethyl)cyclopropyl)acrylamide